FC1=CC=2N(C=C1)C(=CN2)B2OC(C(O2)(C)C)(C)C 7-fluoro-3-(4,4,5,5-tetramethyl-1,3,2-dioxaborolan-2-yl)imidazo[1,2-a]pyridine